N-ethyl-5-fluoro-2-((5-(2-((3R)-6-hydroxy-2-methylhept-3-yl)-2,6-diazaspiro[3.4]oct-6-yl)-1,2,4-triazin-6-yl)oxy)-N-isopropylbenzamide C(C)N(C(C1=C(C=CC(=C1)F)OC1=C(N=CN=N1)N1CC2(CN(C2)[C@@H](C(C)C)CCC(C)O)CC1)=O)C(C)C